FC1=C(C=CC2=C1[C@@H]([C@@H](CO2)O)NC(=O)C=2C=NC(=CC2)C2=C1C(=NC=C2)NC=C1)F N-[(3S,4S)-5,6-Difluoro-3-hydroxy-3,4-dihydro-2H-1-benzopyran-4-yl]-6-{1H-pyrrolo[2,3-b]pyridin-4-yl}pyridine-3-carboxamide